5-bromo-3-((tert-butoxycarbonyl)amino)-1H-pyrazole-1-carboxylic acid tert-butyl ester C(C)(C)(C)OC(=O)N1N=C(C=C1Br)NC(=O)OC(C)(C)C